S1C2=C(C=C1C1=C3CNC(C3=CC(=C1)C1=C(C=C(C=C1)F)F)=O)C=CC=C2 4-(benzo[b]thiophen-2-yl)-6-(2,4-difluorophenyl)isoindolin-1-one